tert-butyl (1-(1H-pyrazol-3-yl)cyclopentyl)carbamate N1N=C(C=C1)C1(CCCC1)NC(OC(C)(C)C)=O